NC1=C(C=2C(=NC=C(C2S1)F)C=1C2=C(C=3C=NC(=NC3C1F)N1CC3(C1)N(CCCC3)C)COC2)C#N 2-Amino-7-fluoro-4-(5-fluoro-3-(5-methyl-2,5-diazaspiro[3.5]nonan-2-yl)-7,9-dihydrofuro[3,4-f]quinazolin-6-yl)thieno[3,2-c]pyridine-3-carbonitrile